3,4,6-tri-O-acetyl-2-deoxy-α-D-galactopyranosyl chloride C(C)(=O)O[C@@H]1C[C@H](O[C@@H]([C@@H]1OC(C)=O)COC(C)=O)Cl